NCC1=CC=CC(=N1)N 6-(aminomethyl)pyridin-2-amine